C1(=CC=CC=C1)C=1C(=NC(=C(N1)C1=CC=CC=C1)C1=CC=CC=C1)C1=CC=C(C=C1)C1=CC=C(C=C1)C1=CC=C(C=C1)C#N 4''-(3,5,6-triphenylpyrazin-2-yl)-[1,1':4',1''-terphenyl]-4-carbonitrile